6-chloro-3-[[(1R)-1-(6-methyl-4-oxo-2-phenyl-chromen-8-yl)ethyl]amino]pyridine-2-carboxylic acid methyl ester COC(=O)C1=NC(=CC=C1N[C@H](C)C=1C=C(C=C2C(C=C(OC12)C1=CC=CC=C1)=O)C)Cl